CN=S(=O)(C)C1=C2C=CNC2=C(C(=C1OC=1C=CC(=C(C1)C=1NC=C(N1)C1(CCOC2=C(C=CC=C12)CCC(=O)O)C)F)F)F 3-(4-(2-(5-((4-(N,S-dimethylsulfonimidoyl)-6,7-difluoro-1H-indol-5-yl)oxy)-2-fluorophenyl)-1H-imidazol-4-yl)-4-methylchroman-8-yl)propanoic acid